NC[C@H]1OCCN(C1)S(=O)(=O)NC(C1=C(C=C(C(=C1)Cl)OCC1CCCC1)F)=O (R)-N-((2-(aminomethyl)morpholino)sulfonyl)-5-chloro-4-(cyclopentyl-methoxy)-2-fluorobenzamide